2-dicyclohexylphosphino-2',4',6'-triisopropylbi-phenyl C1(CCCCC1)P(C1=C(C=CC=C1)C1=C(C=C(C=C1C(C)C)C(C)C)C(C)C)C1CCCCC1